C(=CC)[Ti] propenyl-titanium